2,2-difluoroethyl 6-(1-(4-fluorobenzamido)ethyl)-3,4-dihydro-1,5-naphthyridine-1(2H)-carboxylate FC1=CC=C(C(=O)NC(C)C=2N=C3CCCN(C3=CC2)C(=O)OCC(F)F)C=C1